1,3-dimethyl-7,9-dihydro-1H-purine-2,6,8(3H)-trione CN1C(N(C=2NC(NC2C1=O)=O)C)=O